octadecyl-3,5-bis(1,1-dimethylethyl)-4-hydroxyphenylpropionate C(CCCCCCCCCCCCCCCCC)C(C(=O)[O-])(C)C1=CC(=C(C(=C1)C(C)(C)C)O)C(C)(C)C